phenylbis(2,4,6-trimethylbenzoyl)butanone C1(=CC=CC=C1)CC(C(C)(C(C1=C(C=C(C=C1C)C)C)=O)C(C1=C(C=C(C=C1C)C)C)=O)=O